COCC(C(=O)O)(NC)C 3-METHOXY-2-METHYL-2-(METHYLAMINO)PROPANOIC ACID